1-cyclopropanecarbonyl-lysergic acid methylisopropylamide CN(C(=O)[C@H]1CN(C)[C@@H]2CC3=CN(C4=CC=CC(C2=C1)=C34)C(=O)C3CC3)C(C)C